3-tert-butoxy-N,N-dimethylpropioamide C(C)(C)(C)OCCC(=O)N(C)C